C(C1=CC=CC=C1)OCC1=NN(C(N1CC)=O)C1=CC(=C(C(=O)NC2=C(C=CC(=C2)C)F)C=C1F)C(CO)C(=C)C 4-(3-((Benzyloxy)methyl)-4-ethyl-5-oxo-4,5-dihydro-1H-1,2,4-triazol-1-yl)-5-fluoro-N-(2-fluoro-5-methylphenyl)-2-(1-hydroxy-3-methylbut-3-en-2-yl)benzamide